FC1=NC=CC=C1C1=CC(=NC=2N1N=CC2C2=CC=NN2)N2[C@@H](COCC2)C (R)-4-(7-(2-fluoropyridin-3-yl)-3-(1H-pyrazol-5-yl)pyrazolo[1,5-a]pyrimidin-5-yl)-3-methylmorpholine